C(C)N1C[C@@H](CCC1)NC1=NN=C(C=2N1C=CC2)C2=C(C=C(C=C2)C(F)(F)F)O 2-(4-{[(3R)-1-ethylpiperidin-3-yl]amino}pyrrolo[1,2-d][1,2,4]triazin-1-yl)-5-(trifluoromethyl)phenol